2-cyclopropyl-7-(4-(difluoromethoxy)phenyl)-5-(2-methyl-2H-indazol-5-yl)-2,7-dihydro-6H-pyrazolo[3,4-b]pyridin-6-one C1(CC1)N1N=C2N(C(C(=CC2=C1)C1=CC2=CN(N=C2C=C1)C)=O)C1=CC=C(C=C1)OC(F)F